(2R)-2-(4-aminoimidazo[4,5-c]quinolin-1-yl)-1-ethoxy-3-ethyl-pentan-3-ol NC1=NC=2C=CC=CC2C2=C1N=CN2[C@H](COCC)C(CC)(O)CC